4-((4-chloro-2-(N-methyl-methanesulfonamido)phenyl)-amino)-6-((6-fluoropyridin-2-yl)amino)-N-methoxynicotinamide ClC1=CC(=C(C=C1)NC1=CC(=NC=C1C(=O)NOC)NC1=NC(=CC=C1)F)N(S(=O)(=O)C)C